C(C)(C)(C)C1=NN(C(=C1)NC(=O)NC1=C(C=C(C=C1)OC1=C2C(=NC=C1)NC=C2Cl)F)C2CCN(CC2)C (3-(TERT-BUTYL)-1-(1-METHYLPIPERIDIN-4-YL)-1H-PYRAZOL-5-YL)-3-(4-((3-CHLORO-1H-PYRROLO[2,3-B]PYRIDIN-4-YL)OXY)-2-FLUOROPHENYL)UREA